Racemic-5-chloro-2-((3S,4S,5R)-4-fluoro-3,5-dimethylpiperidin-1-yl)-6-((1-methyl-3-(morpholin-2-ylmethoxy)-2-oxo-1,2-dihydroquinolin-6-yl)amino)nicotinonitrile ClC=1C(=NC(=C(C#N)C1)N1C[C@@H](C([C@@H](C1)C)F)C)NC=1C=C2C=C(C(N(C2=CC1)C)=O)OCC1CNCCO1